Cl.N1=C(N=C(C=C1)N)N pyrimidine-2,4-diamine monohydrochloride